C1(CC1)CN1CCC(CC1)C=1C=CC(=C(C1)C=1CCC(CC1)(C)C)NC(=O)C1=NOC(=C1)C N-(5-(1-(Cyclopropylmethyl)piperidin-4-yl)-4',4'-dimethyl-2',3',4',5'-tetrahydro-[1,1'-Biphenyl]-2-yl)-5-methylisoxazole-3-carboxamide